C(C)(C)(C)N1C[C@H]([C@@H](C1)C1=CC=CC=C1)C(=O)N[C@@H]1C[C@H](C1)OC=1C=NC(=CC1)F |r| tert-Butyl-(±)-trans-N-[trans-3-[(6-fluoropyridin-3-yl)oxy]cyclobutyl]-4-phenylpyrrolidine-3-carboxamide